2-(7-((2S,5R)-2,5-dimethyl-4-(1-(quinoxalin-6-yl)ethyl)piperazin-1-yl)-3,4-dimethyl-5-oxo-4,5-dihydro-2H-pyrazolo[4,3-b]pyridin-2-yl)acetonitrile C[C@@H]1N(C[C@H](N(C1)C(C)C=1C=C2N=CC=NC2=CC1)C)C=1C=2C(N(C(C1)=O)C)=C(N(N2)CC#N)C